CC1=C(C=NC=C1B1OC(C(O1)(C)C)(C)C)OC1=CC=C(C=C1)SC 4-methyl-3-[4-(methylsulfanyl)phenoxy]-5-(4,4,5,5-tetramethyl-1,3,2-dioxaborolan-2-yl)pyridine